methyl[1,3]thiazolo[5,4-d]pyrimidin-2-amine CC=1N=CC2=C(N1)SC(=N2)N